C(C)(C)(C)OC(=O)N[C@H](C(=O)OCC1=CC=CC=C1)CC1=C(C=C(C=C1C)O)C benzyl (S)-2-((tert-butoxycarbonyl)amino)-3-(4-hydroxy-2,6-dimethylphenyl)propanoate